(S)-N'-((1,2,3,5,6,7-hexahydro-s-indacen-4-yl)carbamoyl)-4-(2-hydroxypropan-2-yl)-thiazole-2-sulfonimidamide C1CCC2=C(C=3CCCC3C=C12)NC(=O)N=[S@@](=O)(N)C=1SC=C(N1)C(C)(C)O